C(C1=CC=CC=C1)OC(=O)N[C@H](C=1N=C2N(N=CC(=N2)C2N(CCOC2)C(=O)OC(C)(C)C)C1)C1CCC(CC1)(F)F tert-Butyl 3-{6-[(S)-benzyloxycarbonylamino(4,4-difluorocyclohexyl)methyl]imidazo-[1,2-b][1,2,4]triazin-3-yl}morpholine-4-carboxylate